1-methyl-3-azabicyclo[3.1.0]hexane-3-carboxylate CC12CN(CC2C1)C(=O)[O-]